CC=1C=C(C=C(C1)C)SCC(C1=CC=C(C=C1)C)C1=CC=NC=C1 4-(2-((3,5-dimethylphenyl)thio)-1-p-tolylethyl)pyridine